NC1=CC=C2CN(C(C2=C1)=O)CC1=CC=CC=C1 6-Amino-2-benzylisoindolin-1-one